2-(2-hydroxy-4-ethoxyphenyl)2H-benzotriazole ethyl-1-(3-fluoro-2-(hydroxymethyl)-4-methoxyphenyl)-1H-1,2,3-triazole-4-carboxylate C(C)OC(=O)C=1N=NN(C1)C1=C(C(=C(C=C1)OC)F)CO.OC1=C(C=CC(=C1)OCC)N1N=C2C(=N1)C=CC=C2